arachidyl hexanoate C(CCCCC)(=O)OCCCCCCCCCCCCCCCCCCCC